C(C=C)(=O)NC=1C=C(C=CC1N1C[C@@H](N(CC1)C)C)N(C(C(=O)NCC1=CC=C(C=C1)F)=O)C1CCC(CC1)NC1=NC=C(C=C1)C#N N1-(3-acrylamido-4-((S)-3,4-dimethylpiperazin-1-yl)phenyl)-N1-((1r,4S)-4-((5-cyanopyridin-2-yl)amino)cyclohexyl)-N2-(4-fluorobenzyl)oxalamide